5-amino-6-(2-chloro-5-fluorophenyl)-6-hydroxy-3-(2,2,2-trifluoroethyl)-7,8-dihydro-6H-pyrrolo[4,3-e]indazol-8-one NC=1C2=C(C=3C=NN(C3C1)CC(F)(F)F)C(NC2(O)C2=C(C=CC(=C2)F)Cl)=O